[Ti].C(C=1C(O)=CC=CC1)(=O)O salicylic acid titanium